NC=1SC2=C(N1)C(=CC=C2F)C2=C(C=C1C(=NC(=NC1=C2F)OC[C@]21CCCN1C[C@@H](C2)F)N2CC[C@@H](CCC2)O)Cl (4R)-1-(7-(2-amino-7-fluorobenzo[d]thiazol-4-yl)-6-chloro-8-fluoro-2-(((2R,7aS)-2-fluorotetra-hydro-1H-pyrrolizin-7a(5H)-yl)methoxy)quinazolin-4-yl)azepan-4-ol